N5-((3aR,6S,6aS)-6-((2,5,8,11-tetraoxatridec-13-yl)carbamoyl)-2,2-dimethyltetrahydrofurano[3,4-d][1,3]dioxol-4-yl)-N2-((benzyloxy)carbonyl)-L-glutamine COCCOCCOCCOCCNC(=O)[C@H]1OC([C@H]2[C@@H]1OC(O2)(C)C)NC(CC[C@H](NC(=O)OCC2=CC=CC=C2)C(=O)O)=O